5-(4-chloro-2-(1-methyl-1H-pyrazol-4-yl)phenyl)-3-(2-fluorobenzylidene)dihydrofuran-2(3H)-one ClC1=CC(=C(C=C1)C1CC(C(O1)=O)=CC1=C(C=CC=C1)F)C=1C=NN(C1)C